(3-hydroxy-2-(pyridin-2-yl)-4,5,6,7-tetrahydro-2H-indazol-5-yl)benzenesulfonamide OC=1N(N=C2CCC(CC12)C1=C(C=CC=C1)S(=O)(=O)N)C1=NC=CC=C1